2-aminobenzene-1,4-disulfonic acid sodium salt [Na+].NC1=C(C=CC(=C1)S(=O)(=O)[O-])S(=O)(=O)[O-].[Na+]